ClC1=CC2=C(C=C3N2C(=NN(C3=O)CC(=O)N[C@H]3CN(CCC3)C3CCC3)C(C)C)S1 (R)-2-(2-chloro-5-isopropyl-8-oxothieno[2',3':4,5]pyrrolo[1,2-d][1,2,4]triazin-7(8H)-yl)-N-(1-cyclobutylpiperidin-3-yl)acetamide